FC(=CC1=CC=C(C=C1)OC1=CC=CC=C1)F 1-(2,2-difluorovinyl)-4-phenoxybenzene